2-[(3S,4S,5R)-1-benzyl-4-fluoro-5-methyl-3-piperidinyl]ethanol C(C1=CC=CC=C1)N1C[C@@H]([C@H]([C@@H](C1)C)F)CCO